NC1=CC=C(OC2=CC=C(C(C)C3=CC=C(C=C3)C(C3=CC=C(C=C3C)OC3=CC=C(C=C3)N)C)C(=C2)C)C=C1 1,4-bis[4-(4-aminophenoxy)-alpha,6-dimethylbenzyl]benzene